OCC[N+](C)(C)C.COC1=C(C(=CC=C1)OC)N1C(=NC=2C1=NC(=CN2)NS(=O)(=O)C)C2=NC(=CC=C2)OCC N-(1-(2,6-dimethoxyphenyl)-2-(6-ethoxypyridin-2-yl)-1H-imidazo[4,5-b]pyrazin-6-yl)methanesulfonamide choline salt